3-cyclopropyl-1H-pyrazol-5-ol C1(CC1)C1=NNC(=C1)O